ICC\C=C\CCC(OCC)OCC (3E)-1-iodo-7,7-diethoxy-3-heptene